3-((R)-3-hydroxy-1-((S)-7-(1-methylcyclopropyl)-5,6,7,8-tetrahydroacridine-2-carboxamido)propyl)benzoic acid OCC[C@@H](NC(=O)C1=CC2=CC=3C[C@H](CCC3N=C2C=C1)C1(CC1)C)C=1C=C(C(=O)O)C=CC1